BrCC(=O)C1=C(N=NN1C)C1=CC=C(C=C1)OCOC 2-bromo-1-(4-(4-(methoxymethoxy)phenyl)-1-methyl-1H-1,2,3-triazol-5-yl)ethan-1-one